COC(=O)C1=CC=2C(N=C1OC(C)C)=NN(C2)CC2COCC2 6-isopropoxy-2-((tetrahydrofuran-3-yl)methyl)-2H-pyrazolo[3,4-b]pyridine-5-carboxylic acid methyl ester